C1([C@H](O)[C@H](O)[C@H](O1)CO)C1=C(N=C(N1)C(CC(=O)N)C(=O)N)N ribosyl-aminoimidazolesuccinamide